(E)-N-(3-(6-chloroimidazo[1,2-a]pyridin-7-yl)phenyl)-3-cyano-4-(4-((1-(methylsulfonyl)piperidin-4-yl)amino)but-2-enamido)benzamide ClC=1C(=CC=2N(C1)C=CN2)C=2C=C(C=CC2)NC(C2=CC(=C(C=C2)NC(\C=C\CNC2CCN(CC2)S(=O)(=O)C)=O)C#N)=O